S1C(=CC=C1)CNCC=1SC=CC1 1-(2-thienyl)-N-(2-thienylmethyl)methanamine